4-(4-Bromobutyl)benzene-1-sulfonyl chloride BrCCCCC1=CC=C(C=C1)S(=O)(=O)Cl